BrC=1C=C2CNC(C2=C(C1)F)=O 5-bromo-7-fluoro-isoindolinone